C(#C)C1=C(SC=C1)CNCC[C@]1(CCOC2(CCCC2)C1)C1=NC=CC=C1 (R)-N-((3-ethynylthiophen-2-yl)methyl)-2-(9-(pyridin-2-yl)-6-oxaspiro[4.5]decan-9-yl)ethylamine